FC=1C=C(NC=2C(=NC=CN2)C2=NOC(N2)=O)C=CC1C(F)(F)F 3-[3-[3-fluoro-4-(trifluoromethyl)anilino]pyrazin-2-yl]-4H-1,2,4-oxadiazol-5-one